3-phenylpropane-1,3-dione C1(=CC=CC=C1)C(CC=O)=O